FC1=CC=C(C=C1)N1C(=NC(=C(C1=O)C(=O)NC1=CC(=C(C=C1)OC1=CC=NC2=CC(=CN=C12)OCC1=CC=CC=C1)F)C)C 1-(4-fluorophenyl)-N-[3-fluoro-4-[(7-phenylmethoxy-1,5-naphthyridin-4-yl)oxy]phenyl]-2,4-dimethyl-6-oxopyrimidine-5-carboxamide